CO[Si](CCCNCCC[Si](OC)(OC)OC)(OC)OC Bis(3-trimethoxysilylpropyl)amin